FC=1C=C(CC2OC(C3=CC(=CC=C23)N2C[C@@H](CC2)O)=O)C=CC1 3-(3-fluorobenzyl)-6-((R)-3-hydroxypyrrolidin-1-yl)isobenzofuran-1(3H)-one